N1N=NN=C1C(CC(=O)O)CCCCCC(=O)O 3-(1H-tetrazol-5-yl)azelaic acid